N-(4-fluoro-3-methylphenyl)-5-(2-(((1r,4r)-4-hydroxy-1-methylcyclohexyl)amino)-2-oxoacetyl)-1,2,4-trimethyl-1H-pyrrole-3-carboxamide FC1=C(C=C(C=C1)NC(=O)C1=C(N(C(=C1C)C(C(=O)NC1(CCC(CC1)O)C)=O)C)C)C